ClC1=C(C(=CC(=C1)NC(CC1=CC=C(C=C1)S(=O)(=O)CC)=O)Cl)C1=CC=C(C=C1)S(=O)(=O)C(C)C N-(2,6-dichloro-4'-(isopropylsulfonyl)-[1,1'-biphenyl]-4-yl)-2-(4-(ethylsulfonyl)phenyl)acetamide